(E)-3-(6-aminopyridin-3-yl)-N-((5-(4-(ethylsulfonyl)phenyl)-7-(4-fluorophenyl)benzofuran-2-yl)methyl)acrylamide NC1=CC=C(C=N1)/C=C/C(=O)NCC=1OC2=C(C1)C=C(C=C2C2=CC=C(C=C2)F)C2=CC=C(C=C2)S(=O)(=O)CC